FC1=CC=C(C=C1)[C@](C)(N)C=1C=NC(=NC1)N1CCN(CC1)C1=NC=NN2C1=CC(=C2)C=2C=NN(C2)C (1S)-1-(4-fluorophenyl)-1-[2-[4-[6-(1-methylpyrazol-4-yl)pyrrolo[2,1-f][1,2,4]triazin-4-yl]piperazin-1-yl]-pyrimidin-5-yl]ethanamine